C1=C2C(=CC=C1)N=C1C=CC3=C4C=CC=CC4=NC3=C12 Indolo-carbazol